O1CCN(CC1)CCNC=O N-(2-morpholinoethyl)carboxamide